(3-bromophenyl)-1,3-dioxane BrC=1C=C(C=CC1)C1OCCCO1